1'-benzyl-5,6-dichloro-1-[(4-methoxyphenyl)methyl]spiro[indole-3,3'-pyrrolidin]-2-one C(C1=CC=CC=C1)N1CC2(CC1)C(N(C1=CC(=C(C=C12)Cl)Cl)CC1=CC=C(C=C1)OC)=O